Dodecyl-triphenylphosphine bromide [Br-].C(CCCCCCCCCCC)C1=C(C=CC=C1)P(C1=CC=CC=C1)C1=CC=CC=C1